dimethyl 2,3-diisopropylmaleate C(C)(C)/C(/C(=O)OC)=C(/C(=O)OC)\C(C)C